6-((5-cyclopropylpyridin-2-yl)amino)-N-ethoxy-4-((2-(N-Methylmethanesulfonamido)phenyl)amino)nicotinamide C1(CC1)C=1C=CC(=NC1)NC1=NC=C(C(=O)NOCC)C(=C1)NC1=C(C=CC=C1)N(S(=O)(=O)C)C